C1(CC1)C1=CC2=C(N(C(N=C2N2CCN(CC2)C(=O)[O-])=O)C=2C(=NC=CC2C)C(C)C)N=C1C1=C(C=CC=C1)OC 4-(6-cyclopropyl-1-(2-isopropyl-4-methylpyridin-3-yl)-7-(2-methoxyphenyl)-2-oxo-1,2-Dihydropyrido[2,3-d]pyrimidin-4-yl)piperazine-1-carboxylate